N-(2-Phenoxyethyl)-1H-benzo[d]imidazole-1-carboxamide O(C1=CC=CC=C1)CCNC(=O)N1C=NC2=C1C=CC=C2